4-(tert-butyl)-8-(5-chloropyrimidin-4-yl)-4-hydroxy-3,4-dihydro-1h,6h-pyrano[4,3-b]thieno[3,2-d]pyran-6-one C(C)(C)(C)C1(COCC2=C1OC(C1=C2C=C(S1)C1=NC=NC=C1Cl)=O)O